ClC=1C=C(N)C=CC1Cl L-3,4-dichloroaniline